ClC=1C(N(C(=CC1OC([2H])([2H])C1=NC=C(C=C1F)F)C)C1=CC(=NC=C1C)N1N=C(C=C1)C1(C(NCC1)=C=O)C)=O 3-Chloro-4-((3,5-difluoropyridin-2-yl)methoxy-d2)-5',6-dimethyl-2'-(3-(3-methyl-2-carbonylpyrrolidin-3-yl)-1H-pyrazol-1-yl)-2H-[1,4'-bipyridin]-2-one